(2S)-2-(3-(5-bromo-6-oxo-1,6-dihydropyridin-3-yl)-4,4-difluoropiperidin-1-yl)-N-(6-(cyclopropylmethoxy)pyridazin-3-yl)propionamide BrC1=CC(=CNC1=O)C1CN(CCC1(F)F)[C@H](C(=O)NC=1N=NC(=CC1)OCC1CC1)C